3,5-difluorobenzenesulfonamide tert-butyl-4-(4-cyano-1H-pyrazol-1-yl)benzoate C(C)(C)(C)OC(C1=CC=C(C=C1)N1N=CC(=C1)C#N)=O.FC=1C=C(C=C(C1)F)S(=O)(=O)N